methyl-4-mercaptobenzoate COC(C1=CC=C(C=C1)S)=O